Cl.ClC1=CC=C(OC(CC)(C=2SC=CC2)N(C)C)C=C1 (4-chlorophenoxy)-1-(thiophen-2-yl)-N,N-dimethylpropylamine hydrochloride